FC1=C(C=C(C=C1)F)C1=C(C(=NC=C1)N1C[C@H](CC1)F)NC(CCC(C)C)=O (S)-N-(4-(2,5-difluoro-phenyl)-2-(3-fluoro-pyrrolidin-1-yl)pyridin-3-yl)-4-methylpentanamide